CN(C1=NC2=C(N1)C(=CC=C2)C(F)(F)F)C2=CC(=CC=C2)C(F)(F)F N-methyl-7-(trifluoromethyl)-N-(3-(trifluoromethyl)phenyl)-1H-benzo[d]imidazol-2-amine